C(#N)N[S@](=O)(=NC(NC1=C2C(=NC3=C1CCC3)[C@H](CC2)C)=O)C=2SC=C(C2)C(C)(C)O (R,R) or (R,S)-N-cyano-4-(2-hydroxypropan-2-yl)-N'-(((S)-3-methyl-1,2,3,5,6,7-hexahydro-dicyclopenta[b,e]pyridin-8-yl)carbamoyl)thiophene-2-sulfonimidamide